FC(CN1CCC2=C(CC1)C1=C(S2)C=CC=C1)(F)F 3-(2,2,2-trifluoroethyl)-2,3,4,5-tetrahydro-1H-benzo[4,5]thieno[2,3-d]azepine